N-(1H-pyrazol-4-yl)-3-(4,4,5,5-tetramethyl-1,3,2-dioxaborolan-2-yl)benzamide N1N=CC(=C1)NC(C1=CC(=CC=C1)B1OC(C(O1)(C)C)(C)C)=O